N1CC(C1)CN1N=C2C3=C(CCC2=C1)OC(=C3C)C(=O)NC[C@H]3OCCOC3 2-(Azetidin-3-ylmethyl)-N-[(2R)-1,4-dioxan-2-ylmethyl]-8-methyl-4,5-dihydro-2H-furo[2,3-g]indazol-7-carboxamid